diethanol laurate C(CCCCCCCCCCC)(=O)O.C(C)O.C(C)O